C(CCCCCCCCCCCCC)N1C(=C(C(C2=C(C=C(C=C12)OC)OC)=O)OC)C1=CC(=C(C(=C1)OC)OC)OC N-tetradecyl-2-(3,4,5-trimethoxyphenyl)-3,5,7-trimethoxyquinolin-4-one